(S)-N-((S)-7,8-Dichloro-1-methyl-2-oxo-1,2,3,4,5,6-hexahydroazepino[4,5-b]indol-10-yl)-2-hydroxypropanamide ClC1=C(C=C(C=2C3=C(NC12)CCNC([C@H]3C)=O)NC([C@H](C)O)=O)Cl